7-[[5-(4,4-difluoro-1-piperidyl)-2-pyridyl]amino]-4-(1H-indol-3-yl)-2,3-dihydropyrrolo[3,4-c]pyridin-1-one FC1(CCN(CC1)C=1C=CC(=NC1)NC=1C2=C(C(=NC1)C1=CNC3=CC=CC=C13)CNC2=O)F